C(C)(C)(C)C=1C=C(C=C(C1)N1CN(C2=C1C=CC=C2)C2=C(C(=CC(=C2C2=C(C(=C(C(=C2[2H])[2H])[2H])[2H])[2H])C)C)C2=C(C(=C(C(=C2[2H])[2H])[2H])[2H])[2H])O 3-(tert-butyl)-5-(3-(4',6'-dimethyl-[1,1':3',1''-terphenyl]-2'-yl-2,2'',3,3'',4,4'',5,5'',6,6''-d10)-2,3-dihydro-1H-benzo[d]imidazol-1-yl)phenol